ClC1=CC=C(C=C1)C=1OC2=C(N1)C=CC(=C2)C2=CC=C(C=C2)C2=NC(=NC(=N2)C2=CC=CC=C2)C2=CC=CC=C2 2-(4-chloro-phenyl)-6-{4-(4,6-diphenyl-[1,3,5]triazin-2-yl)-phenyl}-benzoxazole